methyl 5-((tert-butoxycarbonyl)(4,4-difluorocyclohexyl)amino)pentanoate C(C)(C)(C)OC(=O)N(CCCCC(=O)OC)C1CCC(CC1)(F)F